ClC1=C(C(=C(C(=O)O)C=C1)F)F chlorodifluorobenzoic acid